1,2,3-tris(t-butyladamantylphosphinomethyl)benzene tert-Butyl-6-sulfamoyl-2-azaspiro[3.3]heptane-2-carboxylate C(C)(C)(C)OC(=O)N1CC2(C1)CC(C2)S(N)(=O)=O.C(C)(C)(C)C(C2=C(C(=CC=C2)C(PC21CC3CC(CC(C2)C3)C1)C(C)(C)C)C(PC13CC2CC(CC(C1)C2)C3)C(C)(C)C)PC32CC1CC(CC(C3)C1)C2